(S)-2-(((8-((tert-butoxycarbonyl)(2-(trifluoromethoxy)benzyl)amino)-3-isopropylimidazo[1,2-b]pyridazin-6-yl)oxy)methyl)morpholine-4-carboxylate C(C)(C)(C)OC(=O)N(C=1C=2N(N=C(C1)OC[C@@H]1CN(CCO1)C(=O)[O-])C(=CN2)C(C)C)CC2=C(C=CC=C2)OC(F)(F)F